4,4'-carbonyldi(methylbenzoate) C(=O)(C1=CC(=C(C(=O)[O-])C=C1)C)C1=CC(=C(C(=O)[O-])C=C1)C